(S)-3-(4-chloro-5-(4,5-difluoro-2-methoxyphenyl)quinolin-8-yl)-2-(2,6-difluorobenzoylamino)propionic acid ClC1=CC=NC2=C(C=CC(=C12)C1=C(C=C(C(=C1)F)F)OC)C[C@@H](C(=O)O)NC(C1=C(C=CC=C1F)F)=O